(difluoromethyl)-N-(4-methoxybenzyl)pyridin-2-amine FC(F)C=1C(=NC=CC1)NCC1=CC=C(C=C1)OC